C1(CC1)OC1=C2C(=NC(=C1)F)C(=C(N2)C2=CC(=NC=C2)NC([C@H](CC(F)F)C2=CC=C(C=C2)F)=O)C2=NC=CC=C2 (2R)-N-{4-[7-(cyclopropyloxy)-5-fluoro-3-(pyridin-2-yl)-1H-pyrrolo[3,2-b]pyridin-2-yl]pyridin-2-yl}-4,4-difluoro-2-(4-fluorophenyl)butanamide